C1CNC[C@H]([C@@H]1C2=CC=C(C=C2)F)COC3=CC4=C(C=C3)OCO4.Cl The molecule is the hydrochloride salt of paroxetine. It is an antidepressant drug. It has a role as an antidepressant, an anxiolytic drug, a hepatotoxic agent, a P450 inhibitor and a serotonin uptake inhibitor. It contains a paroxetinium(1+).